spiro[3.3]heptan-2-yl L-alaninate N[C@@H](C)C(=O)OC1CC2(C1)CCC2